C[Ni](C)(C)(C)(C)(C)(C)C octamethyl-nickel